5-(2-ethyl-6-fluorophenyl)-3-(3-(4-methylpiperazin-1-yl)phenyl)-1H-pyrazolo[4,3-c]pyridazin-6(5H)-one C(C)C1=C(C(=CC=C1)F)N1N=C2C(=CC1=O)NN=C2C2=CC(=CC=C2)N2CCN(CC2)C